BrC=1C=C(C=C2CCCN(C12)[C@H]1C[C@@H](N(C1)C(=O)OC(C)(C)C)C(C)(C)O)Cl (2R,4S)-tert-butyl 4-(8-bromo-6-chloro-3,4-dihydroquinolin-1(2H)-yl)-2-(2-hydroxypropan-2-yl)pyrrolidine-1-carboxylate